2-((2R,4S)-2-(2,5-difluorophenyl)-4-fluoropyrrolidin-1-yl)-8-(1-(1-isopropylpiperidin-4-yl)-1H-pyrazol-4-yl)-1,5-naphthyridine FC1=C(C=C(C=C1)F)[C@@H]1N(C[C@H](C1)F)C1=NC2=C(C=CN=C2C=C1)C=1C=NN(C1)C1CCN(CC1)C(C)C